ethyl 2-[4-[5-[tert-butyl(dimethyl)silyl]oxy-1-tetrahydropyran-2-yl-indazol-3-yl]pyrazol-1-yl]-2-cyclopropyl-acetate [Si](C)(C)(C(C)(C)C)OC=1C=C2C(=NN(C2=CC1)C1OCCCC1)C=1C=NN(C1)C(C(=O)OCC)C1CC1